(5-oxo-4-((4-(piperazin-1-ylmethyl)phenyl)amino)-5,6-dihydropyrimido[4,5-d]pyridazin-2-yl)piperidine-4-carbonitrile hydrochloride Cl.O=C1C2=C(C=NN1)N=C(N=C2NC2=CC=C(C=C2)CN2CCNCC2)N2CCC(CC2)C#N